C(C)(C)OC1=C2C=C(NC2=CC=C1)C(=O)N1[C@@H]([C@H]2C([C@H]2C1)(C)C)C(=O)N[C@H](C=O)C[C@H]1C(NCC1)=O (1R,2S,5S)-3-(4-Isopropoxy-1H-indole-2-carbonyl)-6,6-dimethyl-N-((S)-1-oxo-3-((S)-2-oxopyrrolidin-3-yl)propan-2-yl)-3-azabicyclo[3.1.0]hexane-2-carboxamide